C(C)C1=NN(C2=C1C(NCC1(CCOCC1)C2)=O)C[C@H](COC(C2=CC(=CC=C2)C(NC(C)C)=O)=O)C 3-(isopropylcarbamoyl)benzoic acid [(2R)-3-(3-ethyl-4-oxo-spiro[6,8-dihydro-5H-pyrazolo[4,3-c]azepin-7,4'-tetrahydropyran]-1-yl)-2-methyl-propyl] ester